C(CCC)N1N=C(C(=C1Cl)C=O)CC 1-BUTYL-5-CHLORO-3-ETHYL-1H-PYRAZOLE-4-CARBALDEHYDE